COC1=CC=C(CN(S(=O)(=O)C2CC2)C2=NC(=NC=C2)C(C(=O)OCC)CC)C=C1 Ethyl 2-(4-(N-(4-methoxybenzyl)cyclopropanesulfonamido)pyrimidin-2-yl)butanoate